FC1(CCN(CC1)C=1C=C(C=C(C1)C)NC(C1=C(C=C(C=C1)NS(=O)(=O)CCO)N1CC2CC2(CC1)C)=O)F N-(3-(4,4-difluoropiperidin-1-yl)-5-methylphenyl)-4-((2-hydroxyethyl)sulfonamido)-2-(6-methyl-3-azabicyclo[4.1.0]heptan-3-yl)benzamide